2-(2-((1-(3-bromophenyl)propyl)(ethyl)amino)ethyl)isoindoline-1,3-dione BrC=1C=C(C=CC1)C(CC)N(CCN1C(C2=CC=CC=C2C1=O)=O)CC